C(C)(C)(C)OC(=O)N1C2CN(CC1C2)C2=CC=CC(=N2)B(O)O (6-(6-(tert-butoxycarbonyl)-3,6-diazabicyclo[3.1.1]heptan-3-yl)pyridin-2-yl)boronic acid